2-[(3R)-3-(tert-Butoxycarbonylamino)-1-piperidinyl]-2-methyl-propionic acid ethyl ester C(C)OC(C(C)(C)N1C[C@@H](CCC1)NC(=O)OC(C)(C)C)=O